C1(=CC=CC=C1)C=1N(C2=CC=CC=C2C1)CC1=CC=C(C=C1)OCCN 2-phenyl-1-[4-(2-aminoethoxy)benzyl]-indole